ClC1=NC=2N(C(=C1)C)N=CC2C(=O)OCC ethyl 5-chloro-7-methylpyrazolo[1,5-a]pyrimidine-3-carboxylate